N=1C2=C(OCC1)C=CC1=CC=CC=C12 Naphtho[2,1-b][1,4]Oxazine